BrC1=CC=CC=2C(=C(OC21)C#CCNC(OC(C)(C)C)=O)CC(F)(F)F tert-butyl (3-(7-bromo-3-(2,2,2-trifluoroethyl)benzofuran-2-yl)prop-2-yn-1-yl)carbamate